2-[[4-[[(3,4-Dimethoxyphenyl)methyl]amino]-6-(4-morpholinyl)-2-pyrimidinyl]amino]-4-methyl-5-thiazolecarboxylic acid, ethyl ester COC=1C=C(C=CC1OC)CNC1=NC(=NC(=C1)N1CCOCC1)NC=1SC(=C(N1)C)C(=O)OCC